2,6-dichloro-thiazolo[4,5-C]pyridine ClC=1SC2=C(C=NC(=C2)Cl)N1